CC(CCCCCCO)(C)O 7-methyl-1,7-octanediol